bis(2-butyloctyl) 10-[3-[2-[(1-methylpiperidine-4-carbonyl)amino]ethyldisulfanyl]propanoyl-nonyl-amino]nonadecanedioate CN1CCC(CC1)C(=O)NCCSSCCC(=O)N(C(CCCCCCCCC(=O)OCC(CCCCCC)CCCC)CCCCCCCCC(=O)OCC(CCCCCC)CCCC)CCCCCCCCC